1-(2-fluoroethyl)piperidin-3-amine dihydrochloride Cl.Cl.FCCN1CC(CCC1)N